(R)-N-(6-(1H-pyrazol-4-yl)isoquinolin-3-yl)-2-(2-methylpyrrolidin-1-yl)acetamide N1N=CC(=C1)C=1C=C2C=C(N=CC2=CC1)NC(CN1[C@@H](CCC1)C)=O